tert-butyl (3aR,6S,6aS)-6-((5-chloro-2,4-difluorophenyl)carbamoyl)-3a-cyclopropyl-2,2-dimethyltetrahydro-5H-[1,3]dioxolo[4,5-c]pyrrole-5-carboxylate ClC=1C(=CC(=C(C1)NC(=O)[C@H]1N(C[C@@]2([C@H]1OC(O2)(C)C)C2CC2)C(=O)OC(C)(C)C)F)F